C(C)(=O)N1CC=2N(C=3C(=C(C=C(C3C2C=2C=NNC2)NC(C(F)F)=O)Cl)Cl)CC1 N-[2-acetyl-6,7-dichloro-10-(1H-pyrazol-4-yl)-3,4-dihydro-1H-pyrazino[1,2-a]indol-9-yl]-2,2-difluoro-acetamide